pyrrolo[2,1-b][1,3]oxazine-3-butyric acid O1C=2N(C=C(C1)CCCC(=O)O)C=CC2